(Z)-1-(3-trifluoromethylbenzyl)-3-((3,5-dimethyl-1H-pyrrol-2-yl)methylene)-5-amino-2-indolone FC(C=1C=C(CN2C(\C(\C3=CC(=CC=C23)N)=C/C=2NC(=CC2C)C)=O)C=CC1)(F)F